Cyano-4-(4-fluorophenoxy)-[1,1'-biphenyl]-3-carboxamide C(#N)C1=C(C=CC(=C1C(=O)N)OC1=CC=C(C=C1)F)C1=CC=CC=C1